N-(1-((3-chloro-4-fluorophenyl)amino)-6-methoxyisoquinolin-7-yl)-3-(piperidin-1-yl)propanamide ClC=1C=C(C=CC1F)NC1=NC=CC2=CC(=C(C=C12)NC(CCN1CCCCC1)=O)OC